(fluoromethoxy)naphthalen-2-amine FCOC1=C(C=CC2=CC=CC=C12)N